C(C)[C@@]1(CCC=2C1=NC(=CC2)NC2=NC(=NC=C2C#N)NC=2C=C1CCN(C(C1=CC2)(C)C)C)O |r| 4-[[rac-(7S)-7-ethyl-7-hydroxy-5,6-dihydrocyclopenta[b]pyridin-2-yl]amino]-2-[(1,1,2-trimethyl-3,4-dihydroisoquinolin-6-yl)amino]pyrimidine-5-carbonitrile